FCCN1N=CC2=CC=C(C=C12)C1=C2CN(C(C2=CC=C1)=O)CC(C(=O)N)=C 2-({4-[1-(2-fluoroethyl)-1H-indazol-6-yl]-1-oxo-2,3-dihydro-1H-isoindol-2-yl}methyl)prop-2-enamide